C(C1=CC=CC=C1)NC(=O)C1CC2(C1)CC(C2)NC(=O)NCC2=CC=C(C=C2)OC N-benzyl-6-(3-(4-methoxybenzyl)ureido)spiro[3.3]heptane-2-carboxamide